2-{5-methyl-3-[(1H-pyrazol-4-yl)amino]-1,2,4-triazin-6-yl}-5-(trifluoromethyl)phenol CC=1N=C(N=NC1C1=C(C=C(C=C1)C(F)(F)F)O)NC=1C=NNC1